1-(difluoromethyl)-4-iodopyrazole FC(N1N=CC(=C1)I)F